C(C)C1=NC2=CC=C(C(=C2CC1=O)F)CN1CCC(=CC1)C=1C(=NC(=CC1)C(=O)N)F 1'-((2-ethyl-5-fluoro-3-oxo-3,4-dihydroquinolin-6-yl)methyl)-2-fluoro-1',2',3',6'-tetrahydro-[3,4'-bipyridine]-6-carboxamide